C[Si](OC1(CC1)C=1C(=CC2=CC3=C(OCO3)C=C2C1)N)(C)C 7-(1-((trimethylsilyl)oxy)cyclopropyl)naphtho[2,3-d][1,3]dioxole-6-amine